4-Chloro-1-methyl-2-(prop-2-en-1-yloxy)benzene ClC1=CC(=C(C=C1)C)OCC=C